1-(6-(indolin-1-ylmethyl)spiro[3.3]heptan-2-yl)-3-(4-methoxybenzyl)urea N1(CCC2=CC=CC=C12)CC1CC2(CC(C2)NC(=O)NCC2=CC=C(C=C2)OC)C1